C(OO[Si](C)(C)C(C)(C)C)(OC(CCC)CCCCCC)=O (Tert-Butyldimethylsilanyloxy) dec-4-yl carbonate